N-[4-(3-Anilino-7-ethyl-4-oxo-4,5-dihydro-1H-pyrrolo[3,2-c]pyridin-2-yl)pyridin-2-yl]-4,4-difluoro-2-(4-fluorophenyl)butanamid N(C1=CC=CC=C1)C1=C(NC2=C1C(NC=C2CC)=O)C2=CC(=NC=C2)NC(C(CC(F)F)C2=CC=C(C=C2)F)=O